(R)-N-(1-cyanopyrrolidin-3-yl)-4-(2,6-dimethylpyrimidin-4-yl)-2-fluorobenzamide C(#N)N1C[C@@H](CC1)NC(C1=C(C=C(C=C1)C1=NC(=NC(=C1)C)C)F)=O